CCC/C=C/C#N cyanopentene